ethyl 1-(2-oxa-5-azabicyclo[2.2.2]octan-5-ylmethyl)cyclopropanecarboxylate C12OCC(N(C1)CC1(CC1)C(=O)OCC)CC2